2-((4-(6-hydroxypyridin-2-yl)-2,6-dioxopiperidin-1-yl)methyl)-1-(oxetan-2-ylmethyl)-1H-benzo(d)imidazole-6-carboxylic acid tert-butyl ester C(C)(C)(C)OC(=O)C=1C=CC2=C(N(C(=N2)CN2C(CC(CC2=O)C2=NC(=CC=C2)O)=O)CC2OCC2)C1